C(C)(C)C1CC=2C=C(C(NC2C=2N1C=C(C(C2)=O)C(=O)O)=O)OCCCOC 6-Isopropyl-3-(3-methoxypropoxy)-2,10-dioxo-2,5,6,10-tetrahydro-1H-pyrido[1,2-h][1,7]naphthyridine-9-carboxylic acid